(+-)-3-(5-methyl-2-phenethyl-1,3-dioxan-4-yl)-1-phenylpropan-1-one CC1C(OC(OC1)CCC1=CC=CC=C1)CCC(=O)C1=CC=CC=C1